CC1=CC=CC(=C1)C 4,6-dimethylbenzene